tert-butyl N-(1-oxospiro[2,3-dihydroisoquinoline-4,1'-cyclopropane]-6-yl)carbamate O=C1NCC2(CC2)C2=CC(=CC=C12)NC(OC(C)(C)C)=O